CC1=CC2=C(N=C(N=C2NCCCC2=CC=C(C=C2)C2=NC=C(C=C2)C(F)(F)F)C2=CNC=C2)S1 6-methyl-2-(1H-pyrrol-3-yl)-N-(3-(4-(5-(trifluoromethyl)pyridin-2-yl)phenyl)propyl)thieno[2,3-d]pyrimidin-4-amine